N-methyl-7-[(4-methylphenyl)sulfonyl]-N-[(3R,4R)-4-methylpiperidin-3-yl]-7H-pyrrolo[2,3-d]pyrimidin-4-amine CN(C=1C2=C(N=CN1)N(C=C2)S(=O)(=O)C2=CC=C(C=C2)C)[C@H]2CNCC[C@H]2C